BrC1=CC=C(C[C@@]2(NCCC2)C(=O)O)C=C1 α-(4-bromobenzyl)-proline